4-Methacryloyloxymethyl-5-methyl-1,3-dioxolan-2-one C(C(=C)C)(=O)OCC1OC(OC1C)=O